C1(=CC=CC2=CC=CC=C12)CC=1NC(CN1)N 2-(naphthalen-1-ylmethyl)-4,5-dihydro-imidazol-5-amine